2-(1-hydroxyethyl)-6-isopropylphenol OC(C)C1=C(C(=CC=C1)C(C)C)O